((5,5-dimethylcyclopentane-1-en-1-yl)oxy)trimethylsilane CC1(CCC=C1O[Si](C)(C)C)C